[Ti+2].C(C)CC(CC(=O)[O-])=O.C(C)CC(CC(=O)[O-])=O.C(C)(C)O.C(C)(C)O Diisopropanol bis(ethyl acetoacetate) titanium